ClCC(=O)C=1C=NN(C1)C1OCCCC1 2-Chloro-1-(1-(tetrahydro-2H-pyran-2-yl)-1H-pyrazol-4-yl)ethan-1-one